BrC=1C=C(C=CC1F)C(O)C=1N=NC(=CC1)OC(F)F (3-bromo-4-fluorophenyl)-(6-difluoromethoxypyridazin-3-yl)methanol